OC1CC(NC1)C(=O)NCC1=CC=C(C=C1)C1=CN=CS1 4-hydroxy-N-(4-(thiazol-5-yl)benzyl)pyrrolidine-2-carboxamide